C(C)(C)(C)C=1C=C(CCC(=O)NCCCCCCNC(CCC2=CC(=C(C(=C2)C(C)(C)C)O)C(C)(C)C)=O)C=C(C1O)C(C)(C)C N,N'-hexamethylenebis(3,5-di-tert-butyl-4-hydroxyhydrocinnamamide)